C12C(CC(CC1)O[SiH3])O2 4-epoxycyclohexyloxysilane